2-(7-chloro-1-oxo-2-((2-(trimethylsilyl)ethoxy)methyl)-1,2-dihydrophthalazin-5-yl)acetaldehyde ClC1=CC(=C2C=NN(C(C2=C1)=O)COCC[Si](C)(C)C)CC=O